ClC=1N=C(C2=C(N1)CC[S@]2=O)NC2(CC2)CN2CCOCC2 (R)-2-chloro-4-((1-(morpholinomethyl)cyclopropyl)amino)-6,7-dihydrothieno[3,2-d]pyrimidine 5-oxide